F[C@H]1[C@H](C1)C(=O)NC=1N=CC2=CC(=NC=C2C1)C=1C=NC(=CC1C)[C@@H](CC)O (1R,2R)-2-fluoro-N-(7-(6-((R)-1-hydroxypropyl)-4-methylpyridin-3-yl)-2,6-naphthyridin-3-yl)cyclopropane-1-carboxamide